C1(CCCC1)N1C(N(C(C(=C1)C(=O)NC1=CC=C(C=C1)OC=1C2=C(N=CN1)CNCC2)=O)C2=CC=C(C=C2)F)=O 1-Cyclopentyl-3-(4-fluorophenyl)-2,4-dioxo-N-(4-((5,6,7,8-tetrahydropyrido[3,4-d]pyrimidin-4-yl)oxy)phenyl)-1,2,3,4-tetrahydropyrimidine-5-carboxamide